8-methoxy-5,5,7-trimethyl-6H-benzo[H]quinazolin-4-amine COC=1C=CC2=C(CC(C=3C(=NC=NC23)N)(C)C)C1C